(1,3-Dimethyl-azetidin-3-yl)-[3-(2-phenyl-oxazol-5-yl)-phenyl]-(4-trifluoromethoxy-phenyl)-methanol CN1CC(C1)(C)C(O)(C1=CC=C(C=C1)OC(F)(F)F)C1=CC(=CC=C1)C1=CN=C(O1)C1=CC=CC=C1